FC1=C(CN2C(CCC3=CC(=CC=C23)[N+](=O)[O-])=O)C=C(C=C1)C 1-(2-fluoro-5-methylbenzyl)-6-nitro-3,4-dihydroquinolin-2(1H)-one